(R)-5-(3-(5-(3-hydroxy-1-methyl-2-oxopyrrolidin-3-yl)isoxazol-3-yl)phenyl)-1H-pyrazolo[3,4-C]pyridine-7-carboxylic acid ethyl ester C(C)OC(=O)C=1N=C(C=C2C1NN=C2)C2=CC(=CC=C2)C2=NOC(=C2)[C@]2(C(N(CC2)C)=O)O